7-bromo-3,3-difluoroquinoline-2,4(1h,3h)-dione BrC1=CC=C2C(C(C(NC2=C1)=O)(F)F)=O